(7R,8aS)-hexahydropyrrolo[1,2-a]pyrazin C1C=2N(CCN1)CCC2